bis-bromoacetamide BrC(C(=O)N)Br